3-[1-(dibenzylamino)cyclopropyl]propanoic acid C(C1=CC=CC=C1)N(C1(CC1)CCC(=O)O)CC1=CC=CC=C1